(S)-3-((3-(3-Aminoprop-1-yn-1-yl)phenyl)amino)piperidine-2,6-dione NCC#CC=1C=C(C=CC1)N[C@@H]1C(NC(CC1)=O)=O